C1(=CC=CC2=CC=CC=C12)C1C(=O)OC1C α-naphthyl-β-butyrolactone